C1(CCC1)S(=O)C=1C=C2C(=NC1)NC=C2 5-cyclobutylsulfinyl-1H-pyrrolo[2,3-b]pyridine